2-[4-[4-[(2,6-dioxo-3-piperidyl)amino]-2-fluoro-phenyl]-1-piperidyl]acetic acid hydrochloride Cl.O=C1NC(CCC1NC1=CC(=C(C=C1)C1CCN(CC1)CC(=O)O)F)=O